ClC1=C(C=C2C=3C=CC=CC3C(C2=C1)(C)C)C 7-chloro-6,9,9-trimethyl-9H-fluoren